ClC1=C(C=CC=C1)S(=O)(=O)NC=1C=C(C=CC1O)NC(=O)C1=CC=C(C=C1)C1=CC=CC=C1 N-(3-((2-chlorophenyl)sulfonylamino)-4-hydroxyphenyl)-[1,1'-biphenyl]-4-carboxamide